The molecule is a trihydroxyanthraquinone that is 9,10-anthraquinone substituted by hydroxy groups at positions 1, 3 and 6 and a methyl group at position 2. It has been isolated from the roots of Rubia yunnanensis. It has a role as a plant metabolite. CC1=C(C=C2C(=C1O)C(=O)C3=C(C2=O)C=C(C=C3)O)O